CC([C@@H](C(=O)O)NCC1([C@H]([C@@H]([C@H](O1)CO)O)O)O)O N-(1-Deoxy-1-fructosyl)threonine